methyl (3S)-2-[(3-{[(benzyloxy) carbonyl] amino}-5-fluoropyridin-2-yl) methyl]-3-[(tert-butoxycarbonyl) amino]-3-phenylpropanoate C(C1=CC=CC=C1)OC(=O)NC=1C(=NC=C(C1)F)CC(C(=O)OC)[C@@H](C1=CC=CC=C1)NC(=O)OC(C)(C)C